N2-((1R,5S,6s)-3-Oxabicyclo[3.1.0]hexan-6-yl)-5-(3-(2,2-difluoroethyl)-2-methyl-3H-imidazo[4,5-b]pyridin-5-yl)-N4-methylpyrrolo[2,1-f][1,2,4]triazine-2,4-diamine [C@H]12COC[C@@H]2C1NC1=NN2C(C(=N1)NC)=C(C=C2)C2=CC=C1C(=N2)N(C(=N1)C)CC(F)F